CN(C1(CCC2(CN(C(N2CC2(CCC2)O)=O)CCC(=O)NC=2C=NC=CC2)CC1)C1=CC=CC=C1)C 3-[8-Dimethylamino-1-[(1-hydroxy-cyclobutyl)-methyl]-2-oxo-8-phenyl-1,3-diazaspiro[4.5]decan-3-yl]-N-pyridin-3-yl-propionamide